2-[5-(benzenesulfonyl)-3-methyl-indol-1-yl]propanoic acid C1(=CC=CC=C1)S(=O)(=O)C=1C=C2C(=CN(C2=CC1)C(C(=O)O)C)C